4-hydroxy-9-methyl-8-(2-morpholino-2-oxoethyl)-1,2-dihydro-7H-furo[3,2-f]chromen-7-one OC1=C2C(=C3C(=C(C(OC3=C1)=O)CC(=O)N1CCOCC1)C)CCO2